NC=1C2=C(N(C(N1)=O)C=1C(=NC=CC1)C)N=C(C=C2)C(C)C 4-amino-1-(2-methylpyridin-3-yl)-7-propan-2-ylpyrido[2,3-d]pyrimidin-2-one